C(C)(C)(C)OC(=O)NCC1=NOC(C1)(C(=O)[O-])C1(CC1)C1=CC=CC=C1 3-(((tert-butoxycarbonyl)amino)methyl)-5-(1-phenylcyclopropyl)-4,5-dihydroisoxazole-5-carboxylate